Cl.Cl.N1=C(C=CC=C1)[C@H](C)N (S)-1-(pyridin-2-yl)ethanamine dihydrochloride